7-{[(3R)-3-methyl-3,4-dihydroisoquinolin-2(1H)-yl]carbonyl}-3,4-dihydroisoquinoline-2(1H)-carboxylic acid phenyl ester C1(=CC=CC=C1)OC(=O)N1CC2=CC(=CC=C2CC1)C(=O)N1CC2=CC=CC=C2C[C@H]1C